2-chloro-4-(2-((S or R)-6-((R or S)-2-hydroxy-3-methyl-2-(trifluoromethyl)butanoyl)-6-azaspiro[2.5]octan-1-yl)ethoxy)-N,N-dimethylbenzamide ClC1=C(C(=O)N(C)C)C=CC(=C1)OCC[C@@H]1CC12CCN(CC2)C([C@](C(C)C)(C(F)(F)F)O)=O |o1:15,24|